(7R,14R)-1-(difluoromethoxy)-11-(4-((dimethylphosphoryl)methyl)-2,3-difluorophenyl)-6-(methyl-d3)-6,7-dihydro-7,14-methanobenzo[f]benzo[4,5]imidazo[1,2-a][1,4]diazocin-5(14H)-one FC(OC1=CC=CC=2C(N([C@H]3C=4N([C@@H](C21)C3)C3=C(N4)C=CC(=C3)C3=C(C(=C(C=C3)CP(=O)(C)C)F)F)C([2H])([2H])[2H])=O)F